2-bromo-6-[4-(methylsulfanyl)phenyl]pyridine BrC1=NC(=CC=C1)C1=CC=C(C=C1)SC